OC1CC(C)(C)C(=C(C1)C)\C=C\C(\C)=C\C=C\C(\C)=C\C=C\C=C(/C)\C=C\C=C(/C)\C=C\C1=C(C)CCCC1(C)C 3-hydroxy-β-carotene